1H-pyrazolo[3,4-b]pyridin-3-yl-4,5-dihydropyrazolo[1,5-a]pyrimidine-6-carboxamide N1N=C(C=2C1=NC=CC2)C2=NN1C(NCC(=C1)C(=O)N)=C2